ethyl (S)-2-((tert-butoxycarbonyl)amino)-3-(diethoxy-phosphoryl)-propanoate C(C)(C)(C)OC(=O)N[C@@H](C(=O)OCC)CP(=O)(OCC)OCC